2,2'-[1,5-pentanediylbis(thio)]bis-acetic acid C(CCCCSCC(=O)O)SCC(=O)O